C(C1=CC=CC=C1)N1N=C(C(N(C1=O)CC1=CC=CC=C1)=O)[Si](C1=CC=CC=C1)(C1=CC=CC=C1)C 2,4-dibenzyl-6-(methyldiphenylsilyl)-1,2,4-triazine-3,5(2h,4h)-dione